C(C)C1=NN(C(=N1)C1=CC=C(C=C1)OC)C=1C=C(C(=O)NCCCCN2N=CC(=C2)F)C=CC1 3-(3-ethyl-5-(4-methoxyphenyl)-1-1H-1,2,4-triazolyl)-N-(4-(4-fluoro-1-1H-pyrazolyl)butyl)benzamide